Tert-butyl 3-((1-((difluoromethoxy)methyl)cyclopropyl)(methyl)carbamoyl)-6,7-dihydropyrazolo[1,5-a]pyrazine-5(4H)-carboxylate FC(OCC1(CC1)N(C(=O)C=1C=NN2C1CN(CC2)C(=O)OC(C)(C)C)C)F